FC=1C(=NC=CC1)C1=CN=C(S1)N 5-(3-fluoro-2-pyridinyl)thiazol-2-amine